C(C)(=O)N1CCN(CC1)C1=CC(=C(C=C1F)C1=NC2=C(C=C(C=C2C(N1C)=O)C)[C@@H](C)NC=1C(=NC(=CC1)Cl)C(=O)NS(=O)(=O)C)F (R)-3-((1-(2-(4-(4-acetylpiperazin-1-yl)-2,5-difluorophenyl)-3,6-dimethyl-4-oxo-3,4-dihydroquinazolin-8-yl)ethyl)amino)-6-chloro-N-(methylsulfonyl)picolinamide